2-(4-isopropyl-5-(8-methyl-[1,2,4]triazolo[1,5-a]pyridin-6-yl)-1-((2-(trimethylsilyl)ethoxy)methyl)-1H-pyrazol-3-yl)-2-oxoacetic acid C(C)(C)C=1C(=NN(C1C=1C=C(C=2N(C1)N=CN2)C)COCC[Si](C)(C)C)C(C(=O)O)=O